N-(2'-amino-3-methyl-5'H-spiro[isochroman-4,4'-thiazol]-6-yl)-5-methyl-picolinamide NC=1SCC2(N1)C(OCC1=CC=C(C=C12)NC(C1=NC=C(C=C1)C)=O)C